2-hydroxyethyl 6-((4-(6-cyano-7-(dimethylphosphoryl)-1H-indol-3-yl)-5-(trifluoromethyl) pyrimidin-2-yl) amino)-2-azaspiro[3.3]heptane-2-carboxylate C(#N)C1=CC=C2C(=CNC2=C1P(=O)(C)C)C1=NC(=NC=C1C(F)(F)F)NC1CC2(CN(C2)C(=O)OCCO)C1